(S)-4-(2,2-diphenylpropionyl)-1-(10-oxo-10,11-dihydro-5H-dibenzo[b,f]azepine-5-carbonyl)piperazine-2-carboxylic acid C1(=CC=CC=C1)C(C(=O)N1C[C@H](N(CC1)C(=O)N1C2=C(CC(C3=C1C=CC=C3)=O)C=CC=C2)C(=O)O)(C)C2=CC=CC=C2